9-butyl-1-methyl-N-(2-hydroxy)ethyl-beta-carboline-3-formamide C(CCC)N1C2=CC=CC=C2C=2C=C(N=C(C12)C)C(=O)NCCO